ClC1=CC(=C(C=C1OC)N(CC(=O)OCC)S(=O)(=O)C1=CC=C(C=C1)OCC)OC Ethyl N-(4-chloro-2,5-dimethoxyphenyl)-N-((4-ethoxyphenyl)sulfonyl)glycinate